Pyrimidin-5-yl-p-methylBenzenesulfonate N1=CN=CC(=C1)OS(=O)(=O)C1=CC=C(C=C1)C